2-phenylisoquinoline platinum [Pt].C1(=CC=CC=C1)N1CC2=CC=CC=C2C=C1